4-methyl-5-(quinolin-5-yl)-N-(2-(trifluoromethyl)pyridin-4-yl)isoxazole-3-carboxamide CC=1C(=NOC1C1=C2C=CC=NC2=CC=C1)C(=O)NC1=CC(=NC=C1)C(F)(F)F